CN1N=C(C(=C1)NC1=NC(=C2C(=N1)N(N=C2C2=C1C=NNC1=C(C=C2)F)C2COC2)N)C N6-(1,3-dimethyl-1H-pyrazol-4-yl)-3-(7-fluoro-1H-indazol-4-yl)-1-(3-oxetanyl)-1H-pyrazolo[3,4-d]pyrimidine-4,6-diamine